2-(4-methyl-1H-pyrazol-1-yl)ethan-1-ol CC=1C=NN(C1)CCO